sodium 2,5-furandicarboxylate O1C(=CC=C1C(=O)[O-])C(=O)[O-].[Na+].[Na+]